BrC(C([2H])([2H])C1=C(C=CC=C1)Cl)([2H])[2H] 1-(2-bromoethyl-1,1,2,2-d4)2-chlorobenzene